2-[1-[2-[4-[3-[1-(5-chloropyrimidin-2-yl)-4-piperidinyl]propoxy]-2,6-difluoro-phenyl]acetyl]azetidin-3-yl]acetic acid ClC=1C=NC(=NC1)N1CCC(CC1)CCCOC1=CC(=C(C(=C1)F)CC(=O)N1CC(C1)CC(=O)O)F